SC1=C(C(=O)NC)C=CC=C1F sulfanyl-3-fluoro-N-methyl-benzamide